1-(6-chloro-4-isopropyl-2,7-naphthyridin-1-yl)-3-hydroxyazetidin ClC=1C=C2C(=CN=C(C2=CN1)N1CC(C1)O)C(C)C